[O-2].[Fe+2].[Ir+3] iridium-iron oxide